(2S,4R)-4-(2-((1R,3R)-3-((2S,3S)-2-amino-N,3-dimethylpentanamido)-1-ethoxy-4-methylpentyl)thiazole-4-carboxamido)-2-methyl-5-phenylpentanoic acid allyl ester C(C=C)OC([C@H](C[C@H](CC1=CC=CC=C1)NC(=O)C=1N=C(SC1)[C@@H](C[C@H](C(C)C)N(C([C@H]([C@H](CC)C)N)=O)C)OCC)C)=O